[Si](C)(C)(C(C)(C)C)OC[C@@H](C)N1C(=NN=C1)C1=CC=CC(=N1)NC(=O)C1=NC=C2CCN(CC2=C1)C(=O)OC(C)(C)C tert-butyl (R)-7-((6-(4-(1-((tert-butyldimethylsilyl)oxy)propan-2-yl)-4H-1,2,4-triazol-3-yl)pyridin-2-yl)carbamoyl)-3,4-dihydro-2,6-naphthyridine-2(1H)-carboxylate